[Ca+2].C(CCCCCCCCC)(=O)[O-].C(CCCCCCCCC)(=O)[O-] Decanoic acid, calcium salt